[C@@H]1(CCC2=CC=CC=C12)NC1=NC=C(C=N1)C(=O)NN (S)-2-((2,3-dihydro-1H-inden-1-yl)amino)pyrimidine-5-carbohydrazide